CC(CCC1=CC=C(S1)C=1SC2=C(N1)C(=C1C(N=C(S1)C=1SC(=CC1)CCC(CCCC(C)C)C)=C2C=2SC(=CC2)[Sn](CCCC)(CCCC)CCCC)C=2SC(=CC2)[Sn](CCCC)(CCCC)CCCC)CCCC(C)C 2,6-bis[5-(3,7-dimethyloctyl)thiophen-2-yl]-4,8-bis(5-tributylstannylthiophen-2-yl)-benzo[1,2-d:4,5-d']bisthiazole